BrC1=C(C(=NC=C1)NC)N 4-bromo-N2-methyl-pyridine-2,3-diamine